CC(CO)CCC(CCCC(CCC)C)C 2,5,9-trimethyldodecane-1-ol